C(CCCCCCC\C=C/C\C=C/CCCCC)C(C(=O)O)=C\C=C\CCCCCCCCCCCCCCC trans-linoleyl-eicosadienoic acid